C(C1=CC=CC=C1)(=O)C=1N=C2N(C=C(C(=C2)Cl)Br)C1CC 2-benzoyl-6-bromo-7-chloro-3-ethylimidazo[1,2-a]pyridine